((5-(N-hydroxycarbamimidoyl)thiazol-2-yl)methyl)carbamic acid tert-butyl ester C(C)(C)(C)OC(NCC=1SC(=CN1)C(NO)=N)=O